NC=1C(N(C=C(C1)F)C)=O 3-amino-5-fluoro-1-methylpyridin-2(1H)-one